(2S)-2-{4-[(1R)-1-carboxy-2-hydroxyethyl]-7,10-bis[(1S)-1-carboxy-2-hydroxyethyl]-1,4,7,10-tetraazacyclododecan-1-yl}-5-{4-[2-(2-ethoxyethoxy)ethoxy]phenyl}pentanoic acid C(=O)(O)[C@@H](CO)N1CCN(CCN(CCN(CC1)[C@@H](CO)C(=O)O)[C@@H](CO)C(=O)O)[C@H](C(=O)O)CCCC1=CC=C(C=C1)OCCOCCOCC